8-amino-7-(3-hydroxy-2,6-dimethylphenyl)-5-cyclopropyl-7H-imidazo[1,2-c]pyrrolo[3,2-e]pyrimidine-9-carboxamide NC1=C(C=2C=3N(C(=NC2N1C1=C(C(=CC=C1C)O)C)C1CC1)C=CN3)C(=O)N